FC=1C=C(C=C(C1)F)C1CC=NN1C(=O)C12CC(C1)(C2)CN2N=CC1=CC(=CC=C21)F (5-(3,5-difluorophenyl)-4,5-dihydro-1H-pyrazol-1-yl)(3-((5-fluoro-1H-indazol-1-yl)methyl)-bicyclo[1.1.1]pentan-1-yl)methanone